FC=1C=C(C=CC1F)C1=C(N=C(C2=CC3=C(C=C12)C=NN3C3OCCCC3)CCOC3=CC=C(C(=O)[O-])C=C3)C(CO)(C)C 4-[5-(3,4-difluorophenyl)-6-(2-hydroxy-1,1-dimethyl-ethyl)-1-tetrahydropyran-2-yl-pyrazolo[4,3-g]Isoquinolin-8-yl]Ethyloxybenzoate